1-(3-chloro-2-fluorophenyl)-6-fluoroisoquinoline-1,5-diamine ClC=1C(=C(C=CC1)C1(NC=CC=2C(=C(C=CC12)F)N)N)F